1H-PYRAZOL-1-YLACETALDEHYDE N1(N=CC=C1)CC=O